C(C)C(CCO)(CCCC)O 3-ethyl-1,3-heptanediol